2-[(2S,4R)-4-hydroxy-1-[2-(3-methoxy-1,2-oxazol-5-yl)-3-methylbutyryl]pyrrolidin-2-yl]-5-(4-methoxyphenyl)-N-methyl-1H-imidazole-4-carboxamide O[C@@H]1C[C@H](N(C1)C(C(C(C)C)C1=CC(=NO1)OC)=O)C=1NC(=C(N1)C(=O)NC)C1=CC=C(C=C1)OC